ClC1=C(C(=O)N2N=C(C=C2NCC=2SC(=CC2)Cl)C2CN(CC2)C(=O)N2CCNCC2)C=CC=C1 1-(2-chlorobenzoyl)-N-[(5-chlorothiophen-2-yl)methyl]-3-[1-(piperazine-1-carbonyl)pyrrolidin-3-yl]-1H-pyrazol-5-amine